sodium perfluoro-1-nonanesulfonate FC(C(C(C(C(C(C(C(C(F)(F)F)(F)F)(F)F)(F)F)(F)F)(F)F)(F)F)(F)F)(S(=O)(=O)[O-])F.[Na+]